N-tetrahydrofurfuryl-3-(2-chloro-6-fluoro-4-trifluoromethylbenzeneOxy)-5-methyl-1H-pyrazole-1-carboxamide C(C1CCCO1)NC(=O)N1N=C(C=C1C)OC1=C(C=C(C=C1F)C(F)(F)F)Cl